2-amino-4-methoxy-5-(3-(2-phenylacetylamino)propoxy)benzoic acid methyl ester COC(C1=C(C=C(C(=C1)OCCCNC(CC1=CC=CC=C1)=O)OC)N)=O